P(=O)(=O)[SiH3] phospho-silane